C1(CC1)CC(=O)NC=1C=C(SC1)C1=CN=CC(=N1)C1=CC(=C(C(=O)N(C)OC)C=C1)OC 4-(6-(4-(2-cyclopropylacetamido)thiophen-2-yl)pyrazin-2-yl)-N,2-dimethoxy-N-methylbenzamide